C(C)(C)(C)NC(=O)N[C@@H](CCO[C@@H]1C[C@H](C1)CCC1=NC=2NCCCC2C=C1)C(=O)O N-(tert-butylcarbamoyl)-O-(trans-3-(2-(5,6,7,8-tetrahydro-1,8-naphthyridin-2-yl)ethyl)cyclobutyl)homoserine